tert-butyl (5-(4-aminophenyl)-7-chlorobenzofuran-2-yl)methylcarbamate NC1=CC=C(C=C1)C=1C=C(C2=C(C=C(O2)CNC(OC(C)(C)C)=O)C1)Cl